C(C)N(CC)CCN(CCOC(OC(CCCC(=O)OCCCCCCC)CCCCCC)=O)CCOC(C(CCCCCCCC)CCCCCC)=O Heptyl 3-ethyl-12-hexyl-6-(2-((2-hexyldecanoyl)oxy)ethyl)-10-oxo-9,11-dioxa-3,6-diazahexadecan-16-oate